CC12OC(CC1C1(CCCC(C1CC2)(C)C)C)=O 3a,6,6,9a-tetramethyldecahydronaphtho[2,1-b]furan-2(1H)-one